IC1=C(C=CC(=C1)C(=O)OC)S(=O)(=O)CC1=NN(C=C1)C1CCN(CC1)C(=O)OC(C)(C)C tert-butyl 4-(3-(((2-iodo-4-(methoxycarbonyl)phenyl)sulfonyl)methyl)-1H-pyrazol-1-yl)piperidine-1-carboxylate